4-chloro-6-((3,5-difluorophenyl)amino)-N-(2,3-dihydro-1H-inden-2-yl)picolinamide ClC1=CC(=NC(=C1)NC1=CC(=CC(=C1)F)F)C(=O)NC1CC2=CC=CC=C2C1